(5-(4-formyl-2-oxabicyclo[2.2.2]oct-1-yl)-1,2,4-oxadiazol-3-yl)benzoic acid methyl ester COC(C1=C(C=CC=C1)C1=NOC(=N1)C12OCC(CC1)(CC2)C=O)=O